trilithium isopentenyl pyrophosphate O(P([O-])(=O)OP(=O)([O-])[O-])CCC(=C)C.[Li+].[Li+].[Li+]